(1R)-(2,3-dihydro-1H-pyrido[2,3-b][1,4]thiazin-3-yl)(phenyl)methanamine N1C2=C(SC(C1)[C@H](N)C1=CC=CC=C1)N=CC=C2